2-(4-fluoro-2-methylphenoxy)-N-(4-fluoro-3-(N-hydroxycarbamoyl)phenyl)-4-(trifluoromethyl)benzamide FC1=CC(=C(OC2=C(C(=O)NC3=CC(=C(C=C3)F)C(NO)=O)C=CC(=C2)C(F)(F)F)C=C1)C